3-(tritylthio)phenol C(C1=CC=CC=C1)(C1=CC=CC=C1)(C1=CC=CC=C1)SC=1C=C(C=CC1)O